2-tert-butylterephthalaldehyde C(C)(C)(C)C1=C(C=O)C=CC(=C1)C=O